C=C1C[C@@H]2[C@@H](CN(C2)C(=O)OC(C)(C)C)C1 tert-butyl (3aR,6aS)-5-methylene-1,3,3a,4,6,6a-hexahydrocyclopenta[c]pyrrole-2-carboxylate